(2S,2'S,2''S)-3,3',3''-((nitrilotris(methylene))tris(benzo[b]thiophene-5,3-diyl))tris(2-((R)-pyrrolidin-3-yl)propanoic acid) N(CC1=CC2=C(SC=C2C[C@H](C(=O)O)[C@@H]2CNCC2)C=C1)(CC1=CC2=C(SC=C2C[C@H](C(=O)O)[C@@H]2CNCC2)C=C1)CC1=CC2=C(SC=C2C[C@H](C(=O)O)[C@@H]2CNCC2)C=C1